FC=1C=CC(=C(C1)[C@@H]1NCCC1)SC (2R)-2-[5-fluoro-2-(methylthio)phenyl]Pyrrolidine